2-((2-(acryloyloxy)ethyl)dimethylammonio)ethane-1-sulphonate C(C=C)(=O)OCC[N+](CCS(=O)(=O)[O-])(C)C